CP1(C=C(CC1)Br)=O 1-methyl-3-bromo-1-oxophospholene